Methyl 5-cyano-2,4-dimethylbenzoate C(#N)C=1C(=CC(=C(C(=O)OC)C1)C)C